C(C)(C)(C)OC(=O)N1CCC(CC1)(C=1N=NN(C1)[C@@H]1CC[C@H](CC1)C(=O)OC)O 4-hydroxy-4-{1-[trans-4-(methoxycarbonyl)cyclohexyl]-1H-1,2,3-triazol-4-yl}piperidine-1-carboxylic acid tert-butyl ester